(R)-Methyl 2-((3S,5R,6S)-3-allyl-5-(3-chlorophenyl)-6-(4-chlorophenyl)-3-methyl-2-oxopiperidin-1-yl)butanoate C(C=C)[C@@]1(C(N([C@@H]([C@H](C1)C1=CC(=CC=C1)Cl)C1=CC=C(C=C1)Cl)[C@@H](C(=O)OC)CC)=O)C